OC=1C=C(C(N)=CC1)C p-hydroxytoluidine